(S)-6-fluoro-3-((3-fluorobenzyl)amino)-5-(1-(2-fluorophenyl)ethyl)-4H-benzo[e][1,2,4]thiadiazine 1,1-dioxide FC=1C=CC2=C(NC(=NS2(=O)=O)NCC2=CC(=CC=C2)F)C1[C@@H](C)C1=C(C=CC=C1)F